The molecule is a member of the class of benzimidazoles that is 1,3-dihydro-2H-benzimidazol-2-one in which one of the nitrogens is substituted by a piperidin-4-yl group, which in turn is substituted on the nitrogen by a 4,4-bis(p-fluorophenyl)butyl group. It has a role as a H1-receptor antagonist, a serotonergic antagonist, a first generation antipsychotic, an antidyskinesia agent and a dopaminergic antagonist. It is a member of benzimidazoles, an organofluorine compound and a heteroarylpiperidine. C1CN(CCC1N2C3=CC=CC=C3NC2=O)CCCC(C4=CC=C(C=C4)F)C5=CC=C(C=C5)F